chloro-6,7-dihydroxy-5-methyl-3,4-dihydroisoquinolin-1(2H)-one ClN1C(C2=CC(=C(C(=C2CC1)C)O)O)=O